CC=1N=C(SC1C1=CCN(C=C1)C(C(F)(F)F)(C)C)NC(=O)N1[C@@H](CCC1)C(=O)N (2S)-N1-{4-methyl-5-[1-(1,1,1-trifluoro-2-methylpropan-2-yl)pyridin-4-yl]-1,3-thiazol-2-yl}pyrrolidine-1,2-dicarboxamide